(4-aminophenoxy)-3-ethoxypropan-2-yl methacrylate C(C(=C)C)(=O)OC(C)C(OCC)OC1=CC=C(C=C1)N